ClC1=NN2C(N=CC3=C2[C@@](CN3C(=O)NC=3C=NC(=C(C3)Cl)OC(F)F)(C)C(F)F)=C1 (S)-2-chloro-N-(5-chloro-6-(difluoromethoxy)pyridin-3-yl)-8-(difluoromethyl)-8-methyl-7,8-dihydro-6H-pyrazolo[1,5-a]pyrrolo[2,3-e]pyrimidine-6-carboxamide